C(C(=C)C)(=O)OCCC(CCNC(C(CCN(C(C)C)C(C)C)=O)=O)=O 3-isopropyl-2-methyl-7-oxo-6,11-dioxo-3,8-diazatridecane-13-yl Methacrylate